5-(4-((2-(4-((3-(2-hydroxyethoxy)-5-(trifluoromethoxy)benzyl)amino)butoxy)ethyl)amino)-1H-indazol-6-yl)pyridazin-3-ol OCCOC=1C=C(CNCCCCOCCNC2=C3C=NNC3=CC(=C2)C=2C=C(N=NC2)O)C=C(C1)OC(F)(F)F